FC=1C(=NC=CC1C=1C=CC=2C(=NC=C(N2)N2C[C@@H]3[C@]([C@@H]3CC2)(C2=C(C=CC=C2)F)CN)N1)C ((1S,6R,7R)-3-(6-(3-fluoro-2-methylpyridin-4-yl)pyrido[2,3-b]pyrazin-2-yl)-7-(2-fluorophenyl)-3-azabicyclo[4.1.0]heptan-7-yl)methanamine